Ethyl 1-allyl-4,5-dioxopyrrolidine-3-carboxylate C(C=C)N1CC(C(C1=O)=O)C(=O)OCC